2-methyl-N-((6-methyl-4-(methylthio)-2-oxo-1,2-dihydropyridin-3-yl)methyl)-1H-pyrrole CC=1N(C=CC1)CC=1C(NC(=CC1SC)C)=O